3,5-dimethylphenyl-trimethoxysilane 2-phenyl-2-(4-pyrrolidinyl-Phenyl)-2H-naphtho[1,2-b]pyran-5-carboxylate C1(=CC=CC=C1)C1(C=CC2=C(O1)C1=CC=CC=C1C=C2C(=O)O)C2=CC=C(C=C2)N2CCCC2.CC=2C=C(C=C(C2)C)[Si](OC)(OC)OC